N=1SN=C2C1C=CC=C2CNC(=O)N2CCOCC2 N-(benzo[c][1,2,5]thiadiazol-4-ylmethyl)morpholine-4-carboxamide